5-bromo-6-methyl-2-oxo-1,2-dihydropyridine-3-nitrile BrC=1C=C(C(NC1C)=O)C#N